COC1=C(CN2C(N(CCC2=O)C=2C=NN3C2C=C(C=C3)CC3(CCN(CC3)C(=O)OC(C)(C)C)F)=O)C=CC(=C1)OC tert-butyl 4-((3-(3-(2,4-dimethoxybenzyl)-2,4-dioxotetrahydropyrimidin-1(2H)-yl)pyrazolo[1,5-a]pyridin-5-yl)methyl)-4-fluoropiperidine-1-carboxylate